Di-benzothiophene C1=CC=CC=2SC3=C(C21)C=CC=C3